2-{3-[(5-ethoxy-1-methyl-1H-pyrazol-4-yl)amino]-1-methyl-1H-indazol-6-yl}propan-2-ol C(C)OC1=C(C=NN1C)NC1=NN(C2=CC(=CC=C12)C(C)(C)O)C